2-(4,4-difluoroazepan-1-yl)-5-(2,6-difluorophenyl)-4-methyl-N-(3-(S-methylsulfonimidoyl)phenyl)nicotinamide FC1(CCN(CCC1)C1=C(C(=O)NC2=CC(=CC=C2)S(=O)(=N)C)C(=C(C=N1)C1=C(C=CC=C1F)F)C)F